N-ethyl-ethylmorpholine C(C)N1C(COCC1)CC